C(C)(C)(C)C1=NC(=NO1)C(=O)NCC1=C(C(=C(C=C1)C1=NC=NN2C1=CC=C2)F)OC 5-(tert-butyl)-N-(3-fluoro-2-methoxy-4-(pyrrolo[2,1-f][1,2,4]triazin-4-yl)benzyl)-1,2,4-oxadiazole-3-carboxamide